BrC1=CN(C(C(=N1)NC=1C=CC(=NC1)N1CCN(CC1)C(=O)OC(C)(C)C)=O)C tert-Butyl 4-(5-(6-Bromo-4-methyl-3-oxo-3,4-dihydropyrazin-2-ylamino)pyridin-2-yl)piperazine-1-carboxylate